4,4-difluoropiperidin-3-ylmethanol FC1(C(CNCC1)CO)F